C(CC)OC(=O)N(NC1=CC=C(C=C1)Cl)C(C)=C1C(NNC1=O)=O 1-(1-(3,5-Dioxopyrazolidin-4-ylidene)ethyl)-2-(4-chlorophenyl)hydrazinoformic acid n-propyl ester